C1(CC1)C1=C(C(=CC2=C1N=C(S2)C2=C1N=CC(=NC1=CC(=C2)C)COC)OC)F 4-cyclopropyl-5-fluoro-6-methoxy-2-(2-(methoxymethyl)-7-methylquinoxalin-5-yl)benzo[d]thiazole